methyl (1R,3R,4S,5R)-4-{[(2E)-3-(3,4-dimethoxyphenyl)prop-2-enoyl]oxy}-1,3-dihydroxy-5-{[(2E)-3-(3-hydroxy-4-methoxyphenyl)prop-2-enoyl]oxy}cyclohexane-1-carboxylate COC=1C=C(C=CC1OC)/C=C/C(=O)O[C@H]1[C@@H](C[C@@](C[C@H]1OC(\C=C\C1=CC(=C(C=C1)OC)O)=O)(C(=O)OC)O)O